(2-Bromopyridin-4-yl)carbamic acid tert-butyl ester C(C)(C)(C)OC(NC1=CC(=NC=C1)Br)=O